C(C)(C)(C)OC(N[C@H]1C/C=C/[C@H](C(NC=2C=NN(C2C=2C=CN=C1C2)C)=O)CC)=O N-[(9R,10E,13S)-9-ethyl-3-methyl-8-oxo-3,4,7,15-tetraazatricyclo[12.3.1.02,6]Octadeca-1(18),2(6),4,10,14,16-hexaen-13-yl]Carbamic acid tert-butyl ester